BrC=1C=C(C=CC1F)N1C(=NOC1=O)C1=NON=C1NCCOC 4-(3-Bromo-4-fluorophenyl)-3-{4-[(2-methoxyethyl)amino]-1,2,5-oxadiazol-3-yl}-1,2,4-oxadiazol-5(4H)-one